(4-fluoro-3-(4-methylpiperazin-1-yl)phenyl)methanamine FC1=C(C=C(C=C1)CN)N1CCN(CC1)C